ClC1=CC=C2C(=C(N(C2=C1Cl)C)C)C=1C=NNC1 6,7-dichloro-1,2-dimethyl-3-(1H-pyrazol-4-yl)indole